tert-Butyl 4-fluoro-4-[1-(trans-4-{8-[3-(trifluoromethyl)phenoxy]-5,6,7,8-tetrahydro[1,2,4]triazolo[4,3-a]pyridin-3-yl}cyclohexyl)-1H-1,2,3-triazol-4-yl]piperidine-1-carboxylate FC1(CCN(CC1)C(=O)OC(C)(C)C)C=1N=NN(C1)[C@@H]1CC[C@H](CC1)C1=NN=C2N1CCCC2OC2=CC(=CC=C2)C(F)(F)F